10-bromo-4,6,8-trimethylundecyl pentyloxymethyl ether C(CCCC)OCOCCCC(CC(CC(CC(C)Br)C)C)C